methyl [(3-fluorophenyl)methyl] disulfide FC=1C=C(C=CC1)CSSC